(5-(p-toluenesulfonyl)oxyimino-5H-thiophen-2-ylidene)(2-methylphenyl)acetonitrile CC1=CC=C(C=C1)S(=O)(=O)ON=C1C=CC(S1)=C(C#N)C1=C(C=CC=C1)C